1-((3,5-dibromothien-2-yl)methyl)-N-methylcyclohexylamine hydrochloride Cl.BrC1=C(SC(=C1)Br)CC1(CCCCC1)NC